CN1C=2C(C(=O)OC1=O)=CC=CC2[N+](=O)[O-] N-methyl-nitroisatoic anhydride